COC=1C=C2C(=NC=NC2=CC1OC)NC1=CC=C(C=C1)NC(=O)NC1=CC(=CC=C1)C 1-(4-((6,7-dimethoxyquinazolin-4-yl)amino)phenyl)-3-(3-methylphenyl)urea